NC[C@@H]1C[C@H](C1)N1N=C(C(=C1)C1=C(C=CC=C1)C1CCN(CC1)C(=O)OC(C)(C)C)C1CC1 tert-butyl 4-(2-(1-(trans-3-(aminomethyl)cyclobutyl)-3-cyclopropyl-1H-pyrazol-4-yl)phenyl)piperidine-1-carboxylate